methyl (5S,6R)-5-(4-(4-(dimethoxymethyl)piperidin-1-yl)phenyl)-6-phenyl-6,7,8,9-tetrahydro-5H-benzo[7]annulene-2-carboxylate COC(C1CCN(CC1)C1=CC=C(C=C1)[C@@H]1[C@@H](CCCC2=C1C=CC(=C2)C(=O)OC)C2=CC=CC=C2)OC